2-Amino-4-(3-((2S,3S)-3-((S)-3,4-dimethylpiperazin-1-yl)-2-methylpyrrolidin-1-yl)-5-fluoro-7,9-dihydrofuro[3,4-f]quinazolin-6-yl)-7-fluorothieno[3,2-c]pyridine-3-carbonitrile NC1=C(C=2C(=NC=C(C2S1)F)C=1C2=C(C=3C=NC(=NC3C1F)N1[C@H]([C@H](CC1)N1C[C@@H](N(CC1)C)C)C)COC2)C#N